ClC=1C=C(C=CC1C)C1=NC=C(C(=N1)CN1CCN(CC1)C)CNC(=O)C1(CC1)F N-[[2-(3-chloro-4-methyl-phenyl)-4-[(4-methylpiperazin-1-yl)methyl]pyrimidin-5-yl]methyl]-1-fluoro-cyclopropanecarboxamide